2-chloro-N4-(3-(cyclopentylamino)benzyl)quinoline-3,4-diamine ClC1=NC2=CC=CC=C2C(=C1N)NCC1=CC(=CC=C1)NC1CCCC1